4-[4-Cyano-3-hydroxy-8-(2-p-tolyl-ethyl)-quinolin-2-yl]-4-oxo-butyric acid ethyl ester C(C)OC(CCC(=O)C1=NC2=C(C=CC=C2C(=C1O)C#N)CCC1=CC=C(C=C1)C)=O